(S)-alpha-ethyl-2-oxo-1-pyrrolidineacetamide tert-butyl-N-(2-((5-chloro-2-(1H-tetrazol-1-yl)phenyl)amino)-2-oxoethyl)-N-(2-chloroacetyl)phenylalaninate C(C)(C)(C)OC([C@@H](N(C(CCl)=O)CC(=O)NC1=C(C=CC(=C1)Cl)N1N=NN=C1)CC1=CC=CC=C1)=O.C(C)[C@@H](C(=O)N)N1C(CCC1)=O